benzooxazol-2(3H)-one O1C(NC2=C1C=CC=C2)=O